N1=C(C=CC=C1C1=C([O-])C=CC=C1)C1=NC=CC=C1.[Li+] lithium 2-(2,2'-bipyridyl-6-yl)phenoxide